4-cyclobutyl-2-ethyl-5-(methoxycarbonyl)benzoic acid C1(CCC1)C1=CC(=C(C(=O)O)C=C1C(=O)OC)CC